2-(3,3-difluoroazetidin-1-yl)-N-[(3R,5S)-1-[8-(difluoromethyl)quinolin-5-yl]-5-methylpiperidin-3-yl]Propionamide FC1(CN(C1)C(C(=O)N[C@H]1CN(C[C@H](C1)C)C1=C2C=CC=NC2=C(C=C1)C(F)F)C)F